N,N-Carbonyldiimidazole C1=CN(C=N1)C(=O)N2C=CN=C2